FC(C1=CC=C(C=C1)C(CNC1=CC=CC=C1)O)(F)F 1-(p-trifluoromethylphenyl)-2-(phenylamino)ethan-1-ol